1-methyldimethoxysilyl-2-tris(dimethylamino)silylethylene C[Si](C=C[Si](N(C)C)(N(C)C)N(C)C)(OC)OC